tert-butyl 4-((4-(1-tosyl-1H-pyrrolo[2,3-c]pyridin-3-yl)pyridin-2-yl)carbamoyl)piperidine-1-carboxylate S(=O)(=O)(C1=CC=C(C)C=C1)N1C=C(C=2C1=CN=CC2)C2=CC(=NC=C2)NC(=O)C2CCN(CC2)C(=O)OC(C)(C)C